C(C)OC(=O)C12CCC(N2CC(C1)=CC(F)(F)F)=O.N1N=CC(=C1)CN(C(=O)C=1N=CC2=CC=CC=C2C1)C1CCN(CC1)S(=O)(=O)CCCC N-((1H-pyrazol-4-yl)methyl)-N-(1-(butyl-sulfonyl)piperidin-4-yl)isoquinoline-3-carboxamide ethyl-5-oxo-2-(2,2,2-trifluoroethylidene)tetrahydro-1H-pyrrolizine-7a(5H)-carboxylate